ethyl 3-{3-fluoro-5-[(6-hydroxy-2,2-dioxo-2H-1,2λ6,3-benzoxathiazin-3(4H)-yl)methyl]-4-methylphenyl}-3-[1-(4-hydroxybutyl)-4-methyl-1H-benzotriazol-5-yl]propanoate FC=1C=C(C=C(C1C)CN1S(OC2=C(C1)C=C(C=C2)O)(=O)=O)C(CC(=O)OCC)C2=C(C1=C(N(N=N1)CCCCO)C=C2)C